OC=1C=C(C=C(C=O)C1)C=O 5-hydroxy-isophthalaldehyde